SC1=C(N=C(S1)C1(CC=C(C=C1)NC(N)=S)OC1=CC=CC=C1)C1=NN=CN1C1=CC=C(C=C1)OC1=CC=CC=C1 4-(5-Mercapto-4-(4-phenoxyphenyl-4H-1,2,4-triazole-3-yl)thiazole-2-yl)-3-(4-phenoxyphenyl)thiourea